N-(4-(4-amino-7-cyano-3-(3-fluoro-4-((5-fluoropyridin-2-yl)oxy)phenyl)-1-methyl-1H-pyrrolo[3,2-c]pyridin-2-yl)phenyl)acrylamide NC1=NC=C(C2=C1C(=C(N2C)C2=CC=C(C=C2)NC(C=C)=O)C2=CC(=C(C=C2)OC2=NC=C(C=C2)F)F)C#N